3-[[4-(2,6-Dimethylphenyl)-6-[[(2S,3R)-3-isopropoxy-7-[5-methyl-6-[1-(trifluoromethyl)cyclobutyl]pyrrolo[2,3-b]pyrazin-3-yl]azepan-2-yl]methoxy]pyrimidin-2-yl]sulfamoyl]benzoic acid CC1=C(C(=CC=C1)C)C1=NC(=NC(=C1)OC[C@@H]1NC(CCC[C@H]1OC(C)C)C1=CN=C2C(=N1)N(C(=C2)C2(CCC2)C(F)(F)F)C)NS(=O)(=O)C=2C=C(C(=O)O)C=CC2